4-((6R,6aS,11aR)-(cyclopropylmethyl)-6a-hydroxy-2-methoxy-8-methyl-6,6a,7,11-tetrahydro-6,11a-(epiminoethano)naphtho[2,1-f]indazol-10(5H)-yl)pyridin-2(1H)-one C1(CC1)CC1=C(C=CC=2C[C@@H]3[C@@]4(CC=5C(=NN(C5C[C@@]4(C12)CCN3)C3=CC(NC=C3)=O)C)O)OC